CC1=NOC(=C1C=1C=C2C(=NC1)N(C=C2C2=C(C=C(C(=O)O)C=C2)OC(C)C)C2=CC=CC=C2)C 4-(5-(3,5-dimethylisoxazol-4-yl)-1-phenyl-1H-pyrrolo[2,3-b]pyridin-3-yl)-3-isopropoxybenzoic acid